tetrahydrofuran-3-yl 4-methylbenzenesulfonate CC1=CC=C(C=C1)S(=O)(=O)OC1COCC1